N=1C(=CN2C1C=CC=C2)CC#N 2-imidazo[1,2-a]Pyridin-2-ylacetonitrile